C(C)(C)(C)OC(=O)N1CC2C(C1)CC(C2)=C 5-Methylenehexahydrocyclopenta[c]pyrrole-2(1H)-carboxylic acid tert-butyl ester